Dimethyl-aluminum ethoxide [O-]CC.C[Al+]C